3-(4-fluorophenyl)-1-methyl-1H-pyrazole-5-carboxylic acid methyl ester COC(=O)C1=CC(=NN1C)C1=CC=C(C=C1)F